7-(2-((tert-butyldimethylsilyl)oxy)ethoxy)-6-chloro-4-(6-cyclopropyl-2,3-dihydrobenzo[e][1,4]oxazepin-1(5H)-yl)-1-methylquinazolin-2(1H)-one [Si](C)(C)(C(C)(C)C)OCCOC1=C(C=C2C(=NC(N(C2=C1)C)=O)N1CCOCC2=C1C=CC=C2C2CC2)Cl